C(=O)O.CN1[C@@H](CCC1)COC1=NC=2C[C@H](CCC2C(=N1)N1C[C@@H](N(CC1)C(=O)C1OC1)CC#N)C1=CC=CC2=CC=CC=C12 2-((2S)-4-((S)-2-(((S)-1-methylpyrrolidin-2-yl)methoxy)-7-(naphthalen-1-yl)-5,6,7,8-tetrahydroquinazolin-4-yl)-1-(oxirane-2-carbonyl)piperazin-2-yl)acetonitrile formate